4-iodo-2,5-dimethyl-pyrazole-3-carbaldehyde IC1=C(N(N=C1C)C)C=O